(S)-10-((5-Chloro-2-((S)-2-(hydroxymethyl)azetidin-1-yl)pyrimidin-4-yl)amino)-2-cyclopropyl-3,3-difluoro-7-methyl-1,2,3,4-tetrahydro-[1,4]oxazepino[2,3-c]chinolin-6(7H)-on ClC=1C(=NC(=NC1)N1[C@@H](CC1)CO)NC1=CC=2C3=C(C(N(C2C=C1)C)=O)OCC([C@@H](N3)C3CC3)(F)F